3-[4-[[4-(Bromomethyl)phenyl]methoxy]-1-oxo-isoindolin-2-yl]piperidine-2,6-dione BrCC1=CC=C(C=C1)COC1=C2CN(C(C2=CC=C1)=O)C1C(NC(CC1)=O)=O